(tetrahydropyran-4-yl)-hydrazine dihydrochloride Cl.Cl.O1CCC(CC1)NN